C1=CC=CC=2C3=CC=CC=C3C(=CC12)C=1C2=CC=CC=C2C=2C=CC=CC2C1 9,9'-biphenanthrene